tris[4-(2-glycidoxyethyl)phenoxy]triphenoxycyclotriphosphazene C(C1CO1)OCCC1=CC=C(OP2(=NP(=NP(=N2)(OC2=CC=CC=C2)OC2=CC=C(C=C2)CCOCC2CO2)(OC2=CC=CC=C2)OC2=CC=C(C=C2)CCOCC2CO2)OC2=CC=CC=C2)C=C1